CN1[C@H](C[C@@H](CC1)NC(C(COC1=NC=CC=C1C(F)(F)F)(C)C)=O)C trans-N-(1,2-dimethylpiperidin-4-yl)-2,2-dimethyl-3-((3-(trifluoromethyl)pyridin-2-yl)oxy)propanamide